2-((4-(3,3-Diethoxypropyl)piperazin-1-yl)methyl)-4-nitrophenol C(C)OC(CCN1CCN(CC1)CC1=C(C=CC(=C1)[N+](=O)[O-])O)OCC